(5-((R)-3-methylmorpholino)-3-(1-(tetrahydro-2H-pyran-2-yl)-1H-pyrazol-5-yl)isothiazolo[4,5-b]pyridin-7-yl)cyclohexane-1-carbonitrile C[C@@H]1COCCN1C1=CC(=C2C(=N1)C(=NS2)C2=CC=NN2C2OCCCC2)C2(CCCCC2)C#N